arachidyl octatriacontanoate C(CCCCCCCCCCCCCCCCCCCCCCCCCCCCCCCCCCCCC)(=O)OCCCCCCCCCCCCCCCCCCCC